C(C)OC(=O)N1CC2=C(N(C=3C=CC(=CC23)OC)C2=CC=C(C=C2)OC)CC1 8-methoxy-5-(4-methoxyphenyl)-1,3,4,5-tetrahydro-2H-pyrido[4,3-b]indole-2-carboxylic acid ethyl ester